laurylcarboxymethyl-hydroxyethyl-imidazolinium C(CCCCCCCCCCC)C=1[N+](CCN1)(CCO)CC(=O)O